C(C)(=O)OCC(CCCC)=O (5R,6S)-6-Acetoxy-5-hexanone